ethyl-amide acrylate C(C=C)(=O)[O-].C(C)[NH-]